S1C(NCC1)=O 1,3-THIAZOLIDINONE